C(CCCCCCCCCCC)CCC(=S)OCC(COC(CCCCCCCCCCCCCC)=S)(COC(CCCCCCCCCCCCCC)=S)COC(CCCCCCCCCCCCCC)=S pentaerythritol tetrakis(β-lauryl thiopropionate)